tert-butyl 2-({[1,1'-biphenyl]-3-yl}methyl)-3-oxopiperidine-1-carboxylate C1(=CC(=CC=C1)CC1N(CCCC1=O)C(=O)OC(C)(C)C)C1=CC=CC=C1